(S)- or (R)-2-(2-cyclopropyl-4-fluoro-6-isopropylphenyl)-N-(4-((dimethylamino)methyl)phenylsulfonimidoyl)acetamide C1(CC1)C1=C(C(=CC(=C1)F)C(C)C)CC(=O)N[S@@](=O)(=N)C1=CC=C(C=C1)CN(C)C |o1:17|